CCCC(CCCCCCCCCCCCCCCCC)C#N henicosane-4-carbonitrile